[Co].C(C)(C)(C)C=1N=C(OC1)C1(NC(=CC=C1)C=1OC=C(N1)C(C)(C)C)F [2,6-bis[4-(R)-tert-butyl-2-oxazolyl]-2-fluoropyridine] cobalt